ethyl 2-[2-(4,4-difluoropiperidine-1-carbonyl)-5-(5-methyl-4H-1,2,4-triazol-3-yl)phenyl]thiazole-4-carboxylate FC1(CCN(CC1)C(=O)C1=C(C=C(C=C1)C1=NN=C(N1)C)C=1SC=C(N1)C(=O)OCC)F